CCCC (S)-butane